C1(CCCC1)[C@@H](C1=NC2=C(N1)C=CC(=C2F)C2C(COC2)C(=O)O)NC(=O)C=2C(=NOC2)CC 4-(2-{(S)-cyclopentyl-[(3-ethylisoxazole-4-carbonyl)amino]methyl}-4-fluoro-1H-benzoimidazol-5-yl)tetrahydrofuran-3-carboxylic acid